CN1N=C(C=C1C)NC1=NC=C(C(=N1)C1=CNC2=C(C=CC=C12)N1C(C2=CC=CC(=C2C1)C1=CC=C(C=C1)OC(F)(F)F)=O)C 2-(3-(2-((1,5-dimethyl-1H-pyrazol-3-yl)amino)-5-methylpyrimidin-4-yl)-1H-indol-7-yl)-4-(4-(trifluoromethoxy)phenyl)isoindolin-1-one